(5-amino-2-((5-(pyridin-3-yl)-1H-tetrazol-1-yl)methyl)-8-(pyrimidin-4-yl)-[1,2,4]triazolo[1,5-c]pyrimidin-7-yl)benzonitrile NC1=NC(=C(C=2N1N=C(N2)CN2N=NN=C2C=2C=NC=CC2)C2=NC=NC=C2)C2=C(C#N)C=CC=C2